2-cyclopropyl-N-(3-{1-[difluoro(4-methyl-4H-1,2,4-triazol-3-yl)methyl]cyclopropyl}phenyl)-6-methylpyrimidine-4-carboxamide C1(CC1)C1=NC(=CC(=N1)C(=O)NC1=CC(=CC=C1)C1(CC1)C(C1=NN=CN1C)(F)F)C